(2R)-2-[3-(furan-2-carbonyl)phenyl]-N-[4-(trifluoromethyl)-1,3-thiazol-2-yl]propenamide O1C(=CC=C1)C(=O)C=1C=C(C=CC1)C(C(=O)NC=1SC=C(N1)C(F)(F)F)=C